1,3-bis(dicyclohexylphosphanyl)propane C1(CCCCC1)P(CCCP(C1CCCCC1)C1CCCCC1)C1CCCCC1